BrC=1C=C(C=CC1)CCNC(=O)[C@]1([C@@H](CC[C@H](C1)C)C(C)C)O (1s,2s,5r)-N-(3-bromophenyl-ethyl)-1-hydroxy-2-isopropyl-5-methylcyclohexane-1-carboxamide